OC=1C=C(C2=C(OC(OC2=O)(C2=CC=C(C=C2)C)CC(C)=O)C1C1=C(C=CC(=C1)C)C(=C)C)CCCCC 7-hydroxy-8-(5-methyl-2-(prop-1-en-2-yl)phenyl)-2-(2-oxopropyl)-5-pentyl-2-(p-tolyl)-4H-benzo[d][1,3]dioxin-4-one